palladium(II) bis(tri-p-tolylphosphine) diacetate C(C)(=O)[O-].C(C)(=O)[O-].C1(=CC=C(C=C1)P(C1=CC=C(C=C1)C)C1=CC=C(C=C1)C)C.C1(=CC=C(C=C1)P(C1=CC=C(C=C1)C)C1=CC=C(C=C1)C)C.[Pd+2]